C(=O)O.N1(C=NC=C1)C/C=C/C(=O)N1CC2=CC(=CC=C2CC1)OC1=CC=C(C=C1)C(F)(F)F (E)-4-(1H-imidazol-1-yl)-1-(7-(4-(trifluoromethyl)phenoxy)-3,4-dihydroisoquinolin-2(1H)-yl)but-2-en-1-one formate salt